Methyl 4-(bromoethynyl)-2,6-dimethoxybenzoate BrC#CC1=CC(=C(C(=O)OC)C(=C1)OC)OC